2-[rac-(2S,4R)-4-methyl-2-phenyl-1-piperidyl]acetic acid C[C@H]1C[C@H](N(CC1)CC(=O)O)C1=CC=CC=C1 |r|